N-hexadecyl-2-formyl-3-t-butylcarbonyloxy-pyridin-4-one C(CCCCCCCCCCCCCCC)N1C(=C(C(C=C1)=O)OC(=O)C(C)(C)C)C=O